1-((5-(2,4-difluoro-3-hydroxyphenyl)-1,3,4-thiadiazol-2-yl)methyl)-3-ethyl-5,5-dimethylimidazolidine-2,4-dione FC1=C(C=CC(=C1O)F)C1=NN=C(S1)CN1C(N(C(C1(C)C)=O)CC)=O